F[C@H]1[C@H](CNC1)C=1C(=NC(=CC1)C1=CN=C2N1N=C(C=C2)OC2=CC=CC=C2)N ((3S,4S)-4-fluoropyrrolidin-3-yl)-6-(6-phenoxyimidazo[1,2-b]pyridazin-3-yl)pyridin-2-amine